N-(1-methylpiperidin-4-yl)-3-(3-(morpholine-4-carbonyl)pyrazolo[1,5-a]pyridin-5-yl)-1H-pyrrolo[2,3-b]pyridine-5-carboxamide CN1CCC(CC1)NC(=O)C=1C=C2C(=NC1)NC=C2C2=CC=1N(C=C2)N=CC1C(=O)N1CCOCC1